Cl.NC1=NC=CC(=C1)N1C(NC(CC1)=O)=O 1-(2-aminopyridin-4-yl)dihydropyrimidine-2,4(1h,3h)-dione hydrochloride